(R)-N-(1-(3-(difluoromethyl)-2-fluorophenyl)ethyl)-4-(3,6-dihydro-2H-pyran-4-yl)-7-methyl-7H-pyrrolo[2,3-d]pyrimidine-6-carboxamide FC(C=1C(=C(C=CC1)[C@@H](C)NC(=O)C1=CC2=C(N=CN=C2C=2CCOCC2)N1C)F)F